COC[C@H]1N(CC1)C1=C(C=NC=C1)C1CN(C1)C(=O)[C@@H]1CC[C@H]2N1C([C@H](CCC2)NC(OC(C)(C)C)=O)=O tert-butyl ((3S,6S,9aS)-3-(3-(4-((S)-2-(methoxymethyl)azetidin-1-yl)pyridin-3-yl)azetidine-1-carbonyl)-5-oxooctahydro-1H-pyrrolo[1,2-a]azepin-6-yl)carbamate